CC1=NC(=NN1C1=CC=C(C=C1)CC1=CC=C(C=C1)C=1C=NC(=CC1)CN1CCNCC1)C(=O)N 5-methyl-1-(4-(4-(6-(piperazin-1-ylmethyl)pyridin-3-yl)benzyl)phenyl)-1H-1,2,4-triazole-3-carboxamide